N1(N=CN=C1)C=1C=C(C=C(C(=O)O)C1)C(=O)O 5-(1H-1,2,4-triazole-1-yl)isophthalic acid